O1C=NC2=C1C(=CC=C2)N2C[C@@H](N(C[C@H]2C)C2=CC(N(C=1C=CC(=NC21)C#N)C)=O)C 8-((2S,5R)-4-(Benzo[d]oxazol-7-yl)-2,5-dimethylpiperazin-1-yl)-5-methyl-6-oxo-5,6-dihydro-1,5-naphthyridin-2-carbonitril